2,5-Dimethyl-3-ethyl-4-isopropoxy-phenol CC1=C(C=C(C(=C1CC)OC(C)C)C)O